(biphenylyl)(biphenylylcarbazolylphenyl)(dibenzothiophenyl)triazine C1(=C(C=CC=C1)C1=C(C(=NN=N1)C1=CC=CC=2SC3=C(C21)C=CC=C3)C3=C(C(=CC=C3)C3=C(C=CC=C3)C3=CC=CC=C3)C3=CC=CC=2C1=CC=CC=C1NC32)C3=CC=CC=C3